8-Amino-3-((2S)-1-(14-((2-(2,6-dioxopiperidin-3-yl)-1,3-dioxoIsoindoline-4-yl)thio)-3,6,9,12-tetraoxatetradecane-1-yl)pyrrolidin-2-yl)imidazo[1,5-a]pyrazine NC=1C=2N(C=CN1)C(=NC2)[C@H]2N(CCC2)CCOCCOCCOCCOCCSC2=C1C(N(C(C1=CC=C2)=O)C2C(NC(CC2)=O)=O)=O